N[C@H](C(=O)O)CC=1C2=C(NN1)CNC2 (S)-2-amino-3-(1,4,5,6-tetrahydropyrrolo[3,4-c]pyrazol-3-yl)propanoic acid